5-Amino-3-[6-[2-[[3-(2-chloro-4-fluoro-phenyl)isoxazol-5-yl]amino]-2-oxo-ethyl]-3-pyridyl]-1-isopropyl-pyrazole-4-carboxamide NC1=C(C(=NN1C(C)C)C=1C=NC(=CC1)CC(=O)NC1=CC(=NO1)C1=C(C=C(C=C1)F)Cl)C(=O)N